C(C1C(=C(C2C(O1)NC3=C(N2)C(=O)NC(=N3)N)S)O)OP(=O)(O)O The molecule is an organic heterotricyclic compound consisting of a pyran ring fused to a pteridine ring system. It is an organic heterotricyclic compound, an organonitrogen heterocyclic compound and an oxacycle.